3-[(1R)-1-(3-fluoro-4-nitro-pyrazol-1-yl)propyl]-4-(2,2,2-trifluoroethyl)-1,2,4-triazole FC1=NN(C=C1[N+](=O)[O-])[C@H](CC)C1=NN=CN1CC(F)(F)F